OC(CNC(N)=O)O N'-dihydroxyethyl-urea